4'-(4,4,5,5-tetramethyl-1,3,2-dioxaborolan-2-yl)-[1,1'-biphenyl]-4-carbaldehyde CC1(OB(OC1(C)C)C1=CC=C(C=C1)C1=CC=C(C=C1)C=O)C